5-[(1r,5s,6s)-6-(4-fluorophenyl)-3-azabicyclo[3.1.0]hexane-3-carbonyl]-6-methyl-N-(1-methylcyclopropyl)furo[2,3-d]pyrimidin-4-amine FC1=CC=C(C=C1)C1[C@@H]2CN(C[C@H]12)C(=O)C1=C(OC=2N=CN=C(C21)NC2(CC2)C)C